[2-(aminomethyl)-3,3-difluoro-allyl]-4-[[4-(1-isopropylpyrazol-4-yl)-2-thienyl]methyl]-1,2,4-triazol-3-one trifluoroacetate FC(C(=O)O)(F)F.NCC(CC=1N(C(NN1)=O)CC=1SC=C(C1)C=1C=NN(C1)C(C)C)=C(F)F